C(C)(C)(CC)C1=C(O)C=C(C(=C1)O)C(C)(C)CC 2,5-di(tert-amyl)-hydroquinone